N-methylpropenyl-benzamide disodium (4-hydroxybutyl)-phosphate OCCCCOP(=O)([O-])[O-].[Na+].[Na+].CNC(C1=C(C=CC=C1)C=CC)=O